C(C)(C)(C)OC(=O)N1C(CN(CC1)C=1SC(=C(C1)F)C(NC=1C=C(C=2N(C1)C=C(N2)C)Cl)=O)C.COC2=CC=C(C=C2)C=2NC1=CC=CC=C1C2 2-(4-methoxyphenyl)indole tert-butyl-4-[5-([8-chloro-2-methylimidazo[1,2-a]pyridin-6-yl]carbamoyl)-4-fluorothiophen-2-yl]-2-methylpiperazine-1-carboxylate